4-(2-((3-(difluoro-methyl)-1-methyl-1H-pyrazol-4-yl)sulfonyl)propan-2-yl)-N-(6-fluoro-pyridin-3-yl)piperidine-1-carboxamide FC(C1=NN(C=C1S(=O)(=O)C(C)(C)C1CCN(CC1)C(=O)NC=1C=NC(=CC1)F)C)F